OC(=O)C(F)(F)F.CO[C@@H]1[C@@H](CNC1)C(=O)NCCCCCCCCCCCCCC |r| racemic-(3R*,4R*)-4-methoxy-N-tetradecylpyrrolidine-3-carboxamide TFA salt